FC1(CC2(CN(C2)C2=NC=C(C=C2)B2OC(C(O2)(C)C)(C)C)C1)F 6,6-Difluoro-2-(5-(4,4,5,5-tetramethyl-1,3,2-dioxaborolan-2-yl)pyridin-2-yl)-2-azaspiro[3.3]heptane